methyl 2-[11-cyclopropyl-9-(3-hydroxypropyl)-1,9-diazatricyclo[6.3.1.04,12]dodeca-2,4(12),5,7-tetraen-2-yl]-7-fluoro-1-methyl-benzimidazole-5-carboxylate C1(CC1)C1CN(C2=CC=CC=3C=C(N1C32)C3=NC2=C(N3C)C(=CC(=C2)C(=O)OC)F)CCCO